CC(CNC(=O)C1=C(C(=CC=C1)C1=CC=CC=C1)C(=O)O)C (2-methylpropyl)carbamoyl-[1,1'-biphenyl]-2-carboxylic acid